methyl {4,6-diamino-2-[1-(2-fluorobenzyl)-1H-pyrazolo[3,4-b]pyridin-3-yl]pyrimidin-5-yl}methylcarbamate NC1=NC(=NC(=C1CNC(OC)=O)N)C1=NN(C2=NC=CC=C21)CC2=C(C=CC=C2)F